Cl.N[C@H](C(=O)OC(CC)CC)CC1=CC(=C(C=C1)O)O 3-Pentyl (S)-2-amino-3-(3,4-dihydroxyphenyl)propanoate hydrochloride